CN1N=CC(=C1)C=1C=C2C(=NC=NN2C1)N1CCC(=CC1)C1=NC=C(C=N1)C(C)(O)C1=C(C=C(C=C1F)F)F 1-(2-(1-(6-(1-methyl-1H-pyrazol-4-yl)pyrrolo[2,1-f][1,2,4]triazin-4-yl)-1,2,3,6-tetrahydropyridin-4-yl)pyrimidin-5-yl)-1-(2,4,6-trifluorophenyl)ethan-1-ol